C12CN(CC(CCC1)N2)C=2OC1=C(N2)C=C(C=C1C=1SC=CN1)SC 2-(3,9-diazabicyclo[3.3.1]nonan-3-yl)-5-(methylthio)-7-(thiazol-2-yl)benzo[d]oxazole